ClC=1C=C(C=CC1Cl)NC(=O)N1C2CCC1CC=1N=C(N=CC12)C (±)-N-(3,4-dichlorophenyl)-2-methyl-6,7,8,9-tetrahydro-5H-5,8-epiminocyclohepta[d]-pyrimidine-10-carboxamide